ClC=1C=CC(=C(C(=O)N2C3CC(C(C2CNC=2OC4=NC=CC=C4N2)C)C3)C1)N1N=CC=N1 N-({2-[5-chloro-2-(2H-1,2,3-triazol-2-yl)benzoyl]-4-methyl-2-azabicyclo[3.1.1]hept-3-yl}methyl)-[1,3]oxazolo[5,4-b]pyridin-2-amine